C(C)[C@H]1OC2=C(C=NC=3C=CC=CC23)CNC1 (R)-2-ethyl-2,3,4,5-tetrahydro-[1,4]oxazepino[6,7-c]quinoline